((2-fluoro-4-(5-(trifluoromethyl)-1,2,4-oxadiazol-3-yl)benzyl)amino)-4-((oxazol-4-ylmethyl)amino)cyclobut-3-ene-1,2-dione FC1=C(CNC=2C(C(C2NCC=2N=COC2)=O)=O)C=CC(=C1)C1=NOC(=N1)C(F)(F)F